9-(4-(3-chlorophenyl)-6-phenyl-1,3,5-triazine-2-yl)-9H-carbazole ClC=1C=C(C=CC1)C1=NC(=NC(=N1)C1=CC=CC=C1)N1C2=CC=CC=C2C=2C=CC=CC12